BrC=1C=C(C(=NC1)CO)F (5-bromo-3-fluoro-2-pyridyl)methanol